C1(CCCCC1)CN1N=CC(=C1C)C=1C(=NC(=CC1)N1CC2=C(C=CC=C2CC1)C(NC=1SC2=NC=CC=C2N1)=O)C(=O)O 3-[1-(cyclohexylmethyl)-5-methyl-pyrazol-4-yl]-6-[8-(thiazolo[5,4-b]pyridin-2-ylcarbamoyl)-3,4-dihydro-1H-isoquinolin-2-yl]pyridine-2-carboxylic acid